(R)-2-amino-N-(2,2,2-trifluoro-1-(4-fluorophenyl)ethyl)benzo[d]thiazole-5-sulfonamide NC=1SC2=C(N1)C=C(C=C2)S(=O)(=O)N[C@@H](C(F)(F)F)C2=CC=C(C=C2)F